FC1=CC=C(C=C1C1=CC=CC=C1)NC1=NC=C(C(=N1)N[C@H](CO)C1=CC=CC=C1)C(=O)OCC Ethyl 2-[(6-fluorobiphenyl-3-yl)amino]-4-{[(1S)-2-hydroxy-1-phenylethyl]amino}pyrimidine-5-carboxylate